C(=O)O.FC1(CN(CC1OCCN1CCCCC1)C=1C2=C(N=CN1)SC(=C2)C=2C(NC(NC2)=O)=O)F 5-[4-[3,3-Difluoro-4-[2-(1-piperidyl)ethoxy]pyrrolidine-1-yl]thieno[2,3-d]pyrimidin-6-yl]-1H-pyrimidine-2,4-dione formate salt